C(=C)C1=CC=C(CN2CC=CC=C2)C=C1 1-(4-vinylbenzyl)pyridine